ClC=1C=C2CCCN(C2=C(C1)C1=C2C(=NC=C1)C=C(S2)CN2C(N(CC2=O)C2CC(C2)(F)F)=O)[C@@H]2CNC1(CCC1)C2 (S)-3-((7-(6-chloro-1-(5-azaspiro[3.4]octan-7-yl)-1,2,3,4-tetrahydroquinolin-8-yl)thieno[3,2-b]pyridin-2-yl)methyl)-1-(3,3-difluorocyclobutyl)imidazolidine-2,4-dione